N1CC(C1)N1N=C2C=C(C(=CC2=C1)OC1=C(C=CC=C1C)C)C=1C2=C(C(N(C1)C)=O)NC(=C2)C(=O)NCC 4-(2-(azetidin-3-yl)-5-(2,6-dimethylphenoxy)-2H-indazol-6-yl)-N-ethyl-6-methyl-7-oxo-6,7-dihydro-1H-pyrrolo[2,3-c]pyridine-2-carboxamide